gallium-tungsten-cerium [Ce].[W].[Ga]